FC=1C(=C(C=CC1F)[C@@H]1[C@H](O[C@@]([C@@H]1C)(C(F)(F)F)C)C(=O)NC=1C=NC(=CC1)[C@H](CO)O)C |o1:8,9,11,12| rel-(2s,3R,4R,5s)-3-(3,4-difluoro-2-methylphenyl)-N-(6-((R)-1,2-dihydroxyethyl)pyridin-3-yl)-4,5-dimethyl-5-(trifluoromethyl)tetrahydrofuran-2-carboxamide